FC1=CC=C(C=C1)C=1NC(=CC1CCC(=O)N[C@@H]1C(NC[C@H]1O)=O)C1=C(C=C(C=C1F)F)F 3-(2-(4-Fluorophenyl)-5-(2,4,6-trifluorophenyl)-1H-pyrrol-3-yl)-N-((3S,4R)-4-hydroxy-2-oxopyrrolidin-3-yl)propanamide